N4-cyclopropyl-N2-(1,2,3,4-tetrahydroisoquinolin-7-yl)-5-(trifluoromethyl)pyrimidine-2,4-diamine C1(CC1)NC1=NC(=NC=C1C(F)(F)F)NC1=CC=C2CCNCC2=C1